(4-((5-fluoro-2-methoxybenzamido)methyl)phenyl)-4-(3-methylpyridin-4-yl)-1H-pyrazolo[4,3-c]pyridine-7-carboxamide FC=1C=CC(=C(C(=O)NCC2=CC=C(C=C2)N2N=CC=3C(=NC=C(C32)C(=O)N)C3=C(C=NC=C3)C)C1)OC